1-(3-(6-(3-chlorophenyl)-2H-indazol-2-yl)piperidin-1-yl)prop-2-en-1-one ClC=1C=C(C=CC1)C=1C=CC2=CN(N=C2C1)C1CN(CCC1)C(C=C)=O